OC1=C2CN(C(C2=CC=C1)=C=O)N1C(CCCC1=O)=O (4-hydroxy-1-carbonyl-isoindolin-2-yl)piperidine-2,6-dione